N1(N=CC=C1)C1=CC=C(C=N1)CC(=O)O 2-(6-(1H-pyrazol-1-yl)pyridin-3-yl)acetic acid